(1S,3S)-6-chloro-1-(2,6-difluoro-4-((1-(3-fluoropropyl)azetidin-3-yl)oxy)phenyl)-2-(2-fluoro-2-methylpropyl)-3-methyl-2,3,4,9-tetrahydro-1H-pyrido[3,4-b]indole ClC=1C=C2C3=C(NC2=CC1)[C@@H](N([C@H](C3)C)CC(C)(C)F)C3=C(C=C(C=C3F)OC3CN(C3)CCCF)F